BrC1=C(C=C(C=C1)Cl)CCO 2-(2-bromo-5-chloro-phenyl)ethanol